methyl-4-(2-((4-(methylsulfonyl)-3-(trifluoromethyl)phenyl)amino)thiazol-4-yl)benzenesulfonamide CC1=C(C=CC(=C1)C=1N=C(SC1)NC1=CC(=C(C=C1)S(=O)(=O)C)C(F)(F)F)S(=O)(=O)N